(2S)-2-[9H-fluoren-9-yl-Methoxycarbonyl(methyl)amino]-2-methyl-3-phenylpropanoic acid C1=CC=CC=2C3=CC=CC=C3C(C12)COC(=O)N([C@](C(=O)O)(CC1=CC=CC=C1)C)C